4-benzoyl-4-methyl-6-(m-tolyl)-5-hexynonitrile C(C1=CC=CC=C1)(=O)C(CCC#N)(C#CC=1C=C(C=CC1)C)C